ClC1=CC=C(C=C1)C=1N=C2N(C=CC=C2)C1CN1CCN(CC1)C(=O)C1=C(C=CC=C1)OCC (4-{[2-(4-chlorophenyl)imidazo[1,2-a]pyridine-3-yl]methyl}piperazin-1-yl)(2-ethoxyphenyl)methanone